(3-carbamimidoyl-4-chloro-2-fluorobenzyl)butanamide hydrochloride Cl.C(N)(=N)C=1C(=C(CC(C(=O)N)CC)C=CC1Cl)F